4-(6-(4-propenylpiperazin-1-yl)pyridin-3-yl)-6-bromopyrazolo[1,5-a]pyridine-3-carbonitrile C(=CC)N1CCN(CC1)C1=CC=C(C=N1)C=1C=2N(C=C(C1)Br)N=CC2C#N